7-chloro-5-vinyl-isochromane ClC1=CC(=C2CCOCC2=C1)C=C